ClC=1C(=C(C(=CC1)F)C=1C(N(N=C(C1O)C)C)=O)CCC1=CC=CC=C1 4-[3-chloro-6-fluoro-2-(2-phenylethyl)phenyl]-5-hydroxy-2,6-dimethyl-pyridazin-3-one